ClC1=C(OC2=C3C(=NNC3=C(C=C2NC(C2=CC(=CC(=C2)C(F)(F)F)F)=O)C)N2C(C3=CC=CC=C3C2=O)=O)C=C(C=C1)F N-(4-(2-Chloro-5-fluorophenoxy)-3-(1,3-dioxoisoindolin-2-yl)-7-methyl-1H-indazol-5-yl)-3-fluoro-5-(trifluoromethyl)benzamide